FC1(CCC(CC1)NCC[C@H]1[C@H](CCCC1)OC1=C(C=CC(=C1)C)S(=O)(=O)N1[C@@H](CCC1)C(=O)OC(C)(C)C)F |o1:10,11| tert-Butyl ((2-(((1S*,2S*)-2-(2-((4,4-difluorocyclohexyl)amino)ethyl)cyclohexyl)oxy)-4-methylphenyl)sulfonyl)-L-prolinate